[Si]([O-])([O-])([O-])[O-].[Al+3].[Ag+].[Na+] sodium silver aluminum Silicate